C1(CC1)[C@@H](C)NC(=O)C1=CC2=C(N3C(S2)=NC(=C3)C3=CC=C(C=C3)C(NC)=O)C=C1 (R)-N-(1-cyclopropylethyl)-2-(4-(methylcarbamoyl)phenyl)benzo[d]imidazo[2,1-b]thiazole-7-carboxamide